NCOC1=CC(=C(C=C1)C(=O)C1=CC=CC=C1)O (4-aminomethoxy-2-hydroxy-phenyl)-phenyl-methanone